CN(C1CC=2N(C3=C(C1)C=C(C=C3)C(F)(F)F)C(=NN2)[C@@H]2CC[C@H](CC2)OC2=NC=CC=C2)C N,N-dimethyl-1-[trans-4-(pyridin-2-yloxy)cyclohexyl]-8-(trifluoromethyl)-5,6-dihydro-4H-[1,2,4]triazolo[4,3-a][1]benzazepine-5-amine